2-methyl-2-(3-pyridyl)propanoic acid CC(C(=O)O)(C)C=1C=NC=CC1